CC1=C(C(=O)NC(C)C2=CC(=CC3=CC=CC=C23)C=2C=NN(C2)C)C=C(C=C1)N1CCN(CC1)C 2-methyl-N-(1-(3-(1-methyl-1H-pyrazol-4-yl)naphthalen-1-yl)ethyl)-5-(4-methylpiperazin-1-yl)benzamide